C(C)(=O)[O-].C(C)(=O)[O-].C(CCC)[Sn+2]CCCC di-n-butyl-tin diacetate